C1(=CC=C(C=C1)C=1C(=C(C(=CC1)C1=CC=CC=C1)N)C1=CC=C(C=C1)C1=CC=CC=C1)C1=CC=CC=C1 bis([1,1'-biphenyl]-4-yl)-(1,1'-biphenyl)-2-amine